[1,2,3,4-13C4]-octanesulfonate [13CH2]([13CH2][13CH2][13CH2]CCCC)S(=O)(=O)[O-]